NC1=C(C=C(N=N1)C1=C(C=CC=C1)O)N1CC2CCC(C1)N2C2=CC(=NC=C2)C#CCN2CC1(CCOC1)CC2 2-[6-amino-5-[8-[2-[3-(2-oxa-7-azaspiro[4.4]nonan-7-yl)prop-1-ynyl]-4-pyridinyl]-3,8-diazabicyclo[3.2.1]oct-3-yl]pyridazin-3-yl]phenol